zinc(II) pyrophosphate [O-]P([O-])(=O)OP(=O)([O-])[O-].[Zn+2].[Zn+2]